N1=NC=NC(=C1)NC=1NC=2N(C(C1C1=CC=C(C=C1)OC)=O)N=C(C2C2=CCCCC2)C2=CC=CC=C2 5-(1,2,4-triazin-5-ylamino)-3-cyclohexenyl-6-(4-methoxyphenyl)-2-phenylpyrazolo[1,5-a]pyrimidin-7(4H)-one